FC(C(=O)O)(F)F.NC(CN1N=CC(=C1)C=1C(=CC(=NC1)C1(NC(=NC(=C1)N)C(F)F)N)OC)(C)C 4-(5-(1-(2-amino-2-methylpropyl)-1H-pyrazol-4-yl)-4-methoxypyridin-2-yl)-2-(difluoromethyl)pyrimidine-4,6-diamine trifluoroacetate